2,5-dichloro-4-(3-methoxyphenyl)-7-((2-(trimethylsilyl)ethoxy)methyl)-7H-pyrrolo[2,3-d]pyrimidine ClC=1N=C(C2=C(N1)N(C=C2Cl)COCC[Si](C)(C)C)C2=CC(=CC=C2)OC